CNC1=NC=CC(=N1)C1=CC=2C(NCCC2N1)=O 2-[2-(methylamino)pyrimidin-4-yl]-1,5,6,7-tetrahydropyrrolo[3,2-c]pyridin-4-one